2-[(2R)-3-(3,4-Dihydro-1H-isochinolin-2-yl)-2-hydroxy-propyl]-6-(4-pyridyl)-3,4-dihydroisochinolin-1-on C1N(CCC2=CC=CC=C12)C[C@H](CN1C(C2=CC=C(C=C2CC1)C1=CC=NC=C1)=O)O